1,3-bis(4-cyanophenyl)thiourea C(#N)C1=CC=C(C=C1)NC(=S)NC1=CC=C(C=C1)C#N